COC1=CC=2C(S1)=C(C1=C(SC=C1)C2)OC 2,8-Dimethoxy-benzo[1,2-b:4,5-b']dithiophene